C(C)(C)(C)OC(=O)N1C2C=C(C(C1)CC2)C2=NC=C(C=N2)Cl 5-(5-chloropyrimidin-2-yl)-2-azabicyclo[2.2.2]oct-5-ene-2-carboxylic acid tert-butyl ester